ClCC1=NC2=C(N1CC=1OC=CN1)C=C(C=C2)C(=O)[O-] 2-(chloromethyl)-1-(oxazol-2-ylmethyl)-1H-benzo[d]imidazole-6-carboxylate